2-(3-pyridylmethyl)quinuclidin-3-one N1=CC(=CC=C1)CC1N2CCC(C1=O)CC2